C(CCCCCCC)N(C(CCCNCCCC(=O)N(CCCCCCCC)CCCCCCCC)=O)CCCCCCCC 4-[[4-(dioctylamino)-4-oxo-butyl]amino]-N,N-dioctyl-butyramide